FCC1(N2C(C=3N(C(C4(CC1)CC=NO4)C2)C=C(C(C3O)=O)C(=O)N)=O)C (fluoromethyl)-12'-hydroxy-3'-methyl-1',11'-dioxo-1',4',5',11'-tetrahydro-3'H,4H,7'H-spiro[isoxazole-5,6'-[2,7]methanopyrido[1,2-a][1,4]diazonine]-10'-carboxamide